[Ni](O)O.[Cu] copper-nickel hydroxide